FC1=CC=C(C=C1)[C@H]1CCN(C(CO1)=O)C1=CC(=C(C(=C1)C)NC(CC(C)(C)C)=O)C |r| racemic-N-(4-(7-(4-fluorophenyl)-3-oxo-1,4-oxazepan-4-yl)-2,6-dimethylphenyl)-3,3-dimethylbutanamide